O1C(C1)CN1C(NC(N(C1=O)CC=C)=O)=O (oxiranylmethyl)-5-(2-propenyl)-1,3,5-triazine-2,4,6(1H,3H,5H)-trione